11-iodo-5,7-dimethyl-5H-dibenzo[b,e][1,4]diazepine IC=1C2=C(N(C3=C(N1)C=CC(=C3)C)C)C=CC=C2